ClC(OC1=CC=C(C=C1)NC(=O)C=1C=C2CC(N(C2=C(C1)C1=CC=NN1)C(C)C)C(=O)N1C[C@@H](CC1)O)(F)F N-(4-(chlorodifluoromethoxy)phenyl)-2-((R)-3-hydroxypyrrolidine-1-carbonyl)-1-isopropyl-7-(1H-pyrazol-5-yl)indoline-5-carboxamide